Ethyl 4-(2,5-difluorobenzoyl)-3,5-dimethyl-1H-pyrrole-2-carboxylat FC1=C(C(=O)C=2C(=C(NC2C)C(=O)OCC)C)C=C(C=C1)F